C(C)(=O)OCC=CCC#CCCCCC undec-2-en-5-yn-1-yl acetate